2-(4-butylphenyl)-4-(thiophen-2-ylmethylene)oxazol-5(4H)-one C(CCC)C1=CC=C(C=C1)C=1OC(C(N1)=CC=1SC=CC1)=O